C(CCCCC)C(CCCCCC(=O)OC1=CC(=CC(=C1)CN(C)C)OC(CCCCCC(CCCCCC)CCCCCC)=O)CCCCCC (5-((dimethylamino) methyl)-1,3-phenylene) bis(7-hexyltridecanoate)